FC=1C=C2OCCCCCN3C(=CN=C3C2=CC1)C(=O)O 15-fluoro-12-oxa-3,6-diazatricyclo[11.4.0.02,6]heptadeca-1(17),2,4,13,15-pentaene-5-carboxylic acid